BrC=1C(=CC(N(C1)C)=O)\C=N\S(=O)C(C)(C)C (E)-N-((5-bromo-1-methyl-2-oxo-1,2-dihydropyridin-4-yl)methylene)-2-methylpropane-2-sulfinamide